benzyl 6-(2-(methylsulfonyl)-ethyl)-4-phenylisoindoline-2-carboxylate CS(=O)(=O)CCC1=CC(=C2CN(CC2=C1)C(=O)OCC1=CC=CC=C1)C1=CC=CC=C1